3-(3,5-di-tert-butyl-4-hydroxyphenyl)-N'-[3-(3,5-di-tert-butyl-4-hydroxyphenyl)-propionyl]Propionohydrazide C(C)(C)(C)C=1C=C(C=C(C1O)C(C)(C)C)CCC(=O)NNC(CCC1=CC(=C(C(=C1)C(C)(C)C)O)C(C)(C)C)=O